NC1(C=C(C=CC1(C(=O)O)C(=O)O)C1=CC=CC=C1)N 3,3-diamino-4,4-dicarboxybiphenyl